C1(=CC=CC=C1)C(C=C)=O 1-phenyl-2-propen-1-one